C(C)(C)(C)OC(NC1=C(C(=CC=C1)C)NC(C1=C(C=C(C(=C1)F)N1N=C(N(C1=O)C)CC)OC(C)CC=C)=O)=O [2-({4-(3-ethyl-4-methyl-5-oxo-4,5-dihydro-1H-1,2,4-triazol-1-yl)-5-fluoro-2-(pent-4-en-2-yloxy)benzoyl}amino)-3-methylphenyl]carbamic acid tert-butyl ester